C1=C(C=C(C(=C1I)O[13C]2=[13CH][13C](=[13C]([13CH]=[13CH]2)O)I)I)C[C@@H](C(=O)O)N triiodothyronine-13C6